N-(1-(5-(2,4-Dichlorobenzyl)octahydropyrrolo[3,4-c]pyrrole-2-carbonyl)-1H-pyrazol-3-yl)acetamide ClC1=C(CN2CC3C(C2)CN(C3)C(=O)N3N=C(C=C3)NC(C)=O)C=CC(=C1)Cl